C1(CCCC1)COC1=CC2=C(C(=NO2)NS(=O)(=O)N2CCC(CC2)O[C@@H]2CN(CC2)C(=O)OC(C)(C)C)C=C1C1CC1 (S)-tert-butyl 3-((1-(N-(6-(cyclopentylmethoxy)-5-cyclopropylbenzo[d]isoxazol-3-yl)sulfamoyl)piperidin-4-yl)oxy)pyrrolidine-1-carboxylate